(R)-1-(8-(isopropylamino)-2-(((1r,4R)-4-((tetrahydro-2H-pyran-4-yl)amino)cyclohexyl)amino)pyrido[3,4-d]pyrimidin-6-yl)ethyl benzoate C(C1=CC=CC=C1)(=O)O[C@H](C)C1=CC2=C(N=C(N=C2)NC2CCC(CC2)NC2CCOCC2)C(=N1)NC(C)C